FC(C1=C(C=CC=C1)NC(C1=C(C=C(C(=C1)F)N1N=C(N(C1=O)C)CC)O[C@@H](C)C1=CC=CC=C1)=O)F N-[2-(difluoromethyl)phenyl]-4-(3-ethyl-4-methyl-5-oxo-4,5-dihydro-1H-1,2,4-triazol-1-yl)-5-fluoro-2-[(1S)-1-phenylethoxy]benzamide